2-{[3-oxo-8-(1,3-thiazol-2-yl)-1H,2H,3H-benzo[e]isoindol-2-yl]methyl}oxirane-2-carboxamide O=C1N(CC=2C3=C(C=CC12)C=CC(=C3)C=3SC=CN3)CC3(OC3)C(=O)N